1,4-oxazepane O1CCNCCC1